3-(4-chloro-6-((3S,5R)-3,5-dimethylpiperazin-1-yl)pyridin-2-yl)-N-methylpyrazolo[1,5-a]pyridin-5-amine ClC1=CC(=NC(=C1)N1C[C@@H](N[C@@H](C1)C)C)C=1C=NN2C1C=C(C=C2)NC